3-(2,6-difluoro-3,5-dimethoxyphenyl)-1-ethyl-7-(1-(2-morpholinoethyl)-1H-pyrazol-4-yl)-1,6-naphthyridin-2(1H)-one FC1=C(C(=C(C=C1OC)OC)F)C=1C(N(C2=CC(=NC=C2C1)C=1C=NN(C1)CCN1CCOCC1)CC)=O